COC1=C(C(=CC=C1)OC)C1=CN(C2=NC(=CC=C21)NC(=O)NCC(CN(C)C)F)COCC[Si](C)(C)C 1-[3-(2,6-dimethoxyphenyl)-1-{[2-(trimethylsilyl)ethoxy]methyl}pyrrolo[2,3-b]pyridin-6-yl]-3-[3-(dimethylamino)-2-fluoropropyl]urea